7-Bromo-5-Oxo-N-((Tetrahydrofuran-2-yl)methyl)-1-thioxo-4,5-dihydro-1H-[1,3]Thiazolo[3,4-a]quinazoline-3-carboxamide BrC=1C=C2C(NC=3N(C2=CC1)C(SC3C(=O)NCC3OCCC3)=S)=O